BrC=1C(=NC=CC1)CC1(CCN(CC1)C(=O)OC(C)(C)C)O tert-butyl 4-[(3-bromo-2-pyridyl)methyl]-4-hydroxy-piperidine-1-carboxylate